COC1=C(C=CC(=C1)OC)C=CC=CC=O 5-(2,4-dimethoxyphenyl)penta-2,4-dienal